1-(1-(2,4-bis(trifluoromethyl)phenyl)ethyl)-4-nitro-1H-pyrazole FC(C1=C(C=CC(=C1)C(F)(F)F)C(C)N1N=CC(=C1)[N+](=O)[O-])(F)F